COC(C1=C(C=C(C(=C1)N(C1COCC1)CC(C)=O)F)[N+](=O)[O-])=O 4-Fluoro-2-nitro-5-((2-oxopropanyl)(tetrahydrofuran-3-yl)amino)benzoic acid methyl ester